[15NH2]CCC(=O)OCC1=CC=CC=C1 benzyl 3-(amino-15N)propanoate